2-METHYL-5-(N-MORPHOLINYLSULFONYL)PHENYLBORONIC ACID B(C1=C(C=CC(=C1)S(=O)(=O)N2CCOCC2)C)(O)O